C(CCCC)OC=1C(C(=O)O)=CC=CC1.CC1=NC(=CC(=C1)C=1NC2=CC=C(C=C2C1C(C)C)C(=O)N1CC2CN(CC2C1)C)C (2-(2,6-dimethylpyridin-4-yl)-3-isopropyl-1H-indol-5-yl)(5-methylhexahydropyrrolo[3,4-c]pyrrol-2(1H)-yl)methanone amylsalicylate